BrC1=CC2=C(N=C(N=C2N[C@H](C)C2=C(C(=CC=C2)C(CO)(F)F)F)C)N(C1=O)CC1=CC=C(C=C1)OC (R)-6-bromo-4-((1-(3-(1,1-difluoro-2-hydroxyethyl)-2-fluorophenyl)ethyl)amino)-8-(4-methoxybenzyl)-2-methylpyrido[2,3-d]pyrimidin-7(8H)-one